C(C)(C)(C)OC(=O)N[C@H](CCCOC1=CC=C(C(=C1CN1C2=NC=NC(=C2N=C1)NC(OC(C)(C)C)=O)Cl)Cl)C=1SC(=NN1)C tert-butyl (R)-(9-(6-(4-((tert-butoxycarbonyl)amino)-4-(5-methyl-1,3,4-thiadiazol-2-yl)butoxy)-2,3-dichlorobenzyl)-9H-purin-6-yl)carbamate